ClC=1C(=NC(=NC1)NC1=C(C=C(C=C1)N1CCNCC1)OC(F)F)NC=1C=CC=C2CNC(C12)=O 7-((5-chloro-2-((2-(difluoromethoxy)-4-(piperazin-1-yl)phenyl)amino)pyrimidin-4-yl)amino)isoindolin-1-one